O=C(C(C(=O)[O-])=O)C1=CC=CC=C1 Ketophenylpyruvate